4-(1-ethoxy-6-((5-methoxy-7-methyl-1H-indol-4-yl)methyl)-6-azaspiro[2.5]oct-5-yl)benzoic acid C(C)OC1CC12CC(N(CC2)CC2=C1C=CNC1=C(C=C2OC)C)C2=CC=C(C(=O)O)C=C2